3-[3'-adamantan-1-yl-4'-(4-hydroxycarbamoyl-butoxy)-biphenyl-4-yl]-acrylic acid C12(CC3CC(CC(C1)C3)C2)C=2C=C(C=CC2OCCCCC(NO)=O)C2=CC=C(C=C2)C=CC(=O)O